(2r,4S)-N-((S)-(3-chloro-2,6-difluorophenyl)(cyclopentyl)methyl)-5-(2-hydroxyethyl)-7-(4-methoxybenzyl)-6,8-dioxo-5,7-diazaspiro[3.4]octane-2-carboxamide ClC=1C(=C(C(=CC1)F)[C@@H](NC(=O)C1CC2(C1)N(C(N(C2=O)CC2=CC=C(C=C2)OC)=O)CCO)C2CCCC2)F